3-[5-(difluoromethoxy)-1,2-benzothiazol-6-yl]-1H-pyrazol-4-amine FC(OC=1C(=CC2=C(C=NS2)C1)C1=NNC=C1N)F